C(CC)NC(O[C@H]1C[C@H](CC1)C1=CC(=NN1)NC(CC1=C(C=C(C=C1)OC)S(=O)(=O)C)=O)=O (1R,3S)-3-[3-({[4-meth-oxy-2-(methylsulfonyl)-phenyl]acetyl}amino)-1H-pyrazol-5-yl]cyclopentyl propylcarbamate